O1COC2=C1C=CC=C2 2H-1,3-benzodioxol